trichloropropane phosphate P(=O)(O)(O)O.ClC(CC)(Cl)Cl